C(C)(C)(C)OC(=O)N1[C@H](CN([C@@H](C1)C)C(CC(=O)NC(C)(C)C)C1=CC=C(C=C1)F)C (2S,5R)-4-(3-(tert-butylamino)-1-(4-fluorophenyl)-3-oxopropyl)-2,5-dimethylpiperazine-1-carboxylic acid tert-butyl ester